1-(2-fluoro-6-methylphenyl)cyclopropane-1-carboximidamide FC1=C(C(=CC=C1)C)C1(CC1)C(N)=N